tert-Butyl (1R,4R,5R)-5-(4-bromophenyl)-3-oxo-2-azabicyclo[2.2.1]heptane-2-carboxylate BrC1=CC=C(C=C1)[C@H]1[C@@H]2C(N([C@H](C1)C2)C(=O)OC(C)(C)C)=O